ClC=1N=C(SC1Cl)OC1=CC(=C(C=C1C)N=CN(C)CC)C N'-{4-[(4,5-Dichloro-1,3-thiazol-2-yl)oxy]-2,5-dimethylphenyl}-N-ethyl-N-methylimidoformamide